CCCCCCC(CCCCCC)OC(CCCCCCCCC(CO)CO)=O.C(C)N(C(CC1=C(OC(=C1C)C1=CC=CC=C1)C1=CC=CC=C1)=O)CC N,N-diethyl-2-(4-methyl-2,5-diphenyl-3-furyl)acetamide tridecan-7-yl-11-hydroxy-10-(hydroxymethyl)undecanoate